FC1=CC=C2C(=CN=C(C2=C1F)OC)C(C)N([S@@](=O)C(C)(C)C)C (S)-N-[1-(7,8-difluoro-1-methoxy-4-isoquinolinyl)ethyl]-N,2-dimethyl-propane-2-sulfinamide